2,2'-(4-(2-azidoethyl)-1,2-phenylene)bis(1,3-dioxolane) N(=[N+]=[N-])CCC1=CC(=C(C=C1)C1OCCO1)C1OCCO1